(S)-1-tert-butyl 2-ethyl pyrrolidine-1,2-dicarboxylate N1([C@@H](CCC1)C(=O)OCC)C(=O)OC(C)(C)C